N1(C=NC=C1)N1C=CC=2C1=C(N=CC2)C(=O)O (1H-imidazol-1-yl)-1H-pyrrolo[2,3-c]pyridine-7-carboxylic acid